3-(5-((4-((4'-chloro-[1,1'-biphenyl]-3-yl)methyl)piperazin-1-yl)methyl)-1-oxoisoindolin-2-yl)piperidine-2,6-dione ClC1=CC=C(C=C1)C1=CC(=CC=C1)CN1CCN(CC1)CC=1C=C2CN(C(C2=CC1)=O)C1C(NC(CC1)=O)=O